C(C(C)C)C1=CC=C(C=C1)C(C(=O)N1CCC(CC1)B(O)O)C (1-(2-(4-Isobutylphenyl)propanoyl)piperidin-4-yl)boronic acid